COCC(C)=O 3-methoxypropaneOne